C(CCCCC)(=O)OCC 1-ethyl caproate